5-{3-(1-Isopropyl-1H-pyrazol-3-yl)-1,4-diazabicyclo[3.3.0]octa-2,4-dien-2-yl}-1,3a,4-triazaindene C(C)(C)N1N=C(C=C1)C1=C(N2CCCC2=N1)C1=NN2C=CN=C2C=C1